methyl (S)-2-((tert-butoxycarbonyl)amino)-3-(2-(dodecylthio)-1H-indol-3-yl)propanoate C(C)(C)(C)OC(=O)N[C@H](C(=O)OC)CC1=C(NC2=CC=CC=C12)SCCCCCCCCCCCC